n-Octadecyltriethoxysilan C(CCCCCCCCCCCCCCCCC)[Si](OCC)(OCC)OCC